[S].C([C@@H](C(=O)O)N)SSC[C@@H](C(=O)O)N cystine sulfur